NC(C(CCC(=O)OC(C)(C)C)N1C(C2=CC=C(C=C2C1)C1=NC=CC(=C1OC)CCl)=O)=O tert-butyl 5-amino-4-(5-(4-(chloromethyl)-3-methoxypyridin-2-yl)-1-oxoisoindolin-2-yl)-5-oxopentanoate